ClC=1C=C(C(=NC1)OC=1C=CC2=C(N(C(=N2)C(=O)NC2(CCS(CC2)(=O)=O)C)C)C1C)OCC(F)(F)F 6-((5-chloro-3-(2,2,2-trifluoroethoxy)pyridin-2-yl)oxy)-1,7-dimethyl-N-(4-methyl-1,1-dioxidotetrahydro-2H-thiopyran-4-yl)-1H-benzo[d]imidazole-2-carboxamide